tert-butyl 7-((1-amino-3-hydroxy-1-oxobutan-2-yl) amino)-2-(4-methoxybenzyl)-1-oxo-2,5-diazaspiro[3.4]octane-5-Carboxylate NC(C(C(C)O)NC1CN(C2(CN(C2=O)CC2=CC=C(C=C2)OC)C1)C(=O)OC(C)(C)C)=O